Cl.C(C1=CC=CC=C1)NC=1C=C(C=CC1NC1CCCCC1)S(=O)(=O)NCCNC 3-(benzylamino)-4-(cyclohexylamino)-N-(2-(methylamino)ethyl)benzenesulfonamide hydrochloride